6-((2r,3s)-2,3-dimethylmorpholino)quinoline-4-carboxylic acid ethyl ester C(C)OC(=O)C1=CC=NC2=CC=C(C=C12)N1[C@H]([C@H](OCC1)C)C